COC(=O)C=1C=CC(=NC1)C(=O)O 5-(methoxycarbonyl)pyridine-2-carboxylic acid